5-fluoro-1h,3h-pyrrolo[2,1-f][1,2,4]triazine-2,4-dione FC=1C=CN2NC(NC(C21)=O)=O